tert-Butyl 4-[[4-chloro-2-[3-[(2-methylpyrazolo[1,5-a]pyrimidin-6-yl)carbamoyl]phenyl]-5-(trifluoromethyl)pyrazol-3-yl]methoxy]benzoate ClC1=C(N(N=C1C(F)(F)F)C1=CC(=CC=C1)C(NC=1C=NC=2N(C1)N=C(C2)C)=O)COC2=CC=C(C(=O)OC(C)(C)C)C=C2